4-chloro-2-(isopropylthio)-6-methylthieno[2,3-d]pyrimidine ClC=1C2=C(N=C(N1)SC(C)C)SC(=C2)C